B(O)(O)C1=CC=C(C[C@H](N)C(=O)O)C=C1 4-BORONO-L-PHENYLALANIN